[C].FC(C(=O)O)(C(C(C(C(C(C(C(C(C(C(F)(F)F)(F)F)(F)F)(F)F)(F)F)(F)F)(F)F)(F)F)(F)F)(F)F)F perfluorododecanoic acid carbon